FC=1C=C(C=CC1)C1=CC(=C(S1)C(=O)N[C@H]1CN(CCC1)C(=O)OC(C)(C)C)NC(=O)N tert-butyl (R)-3-(5-(3-fluorophenyl)-3-ureidothiophene-2-carboxamido)piperidine-1-carboxylate